ClC=1C=C(C=CC1F)NC(N(C[C@@H]1OCCC1)[C@H](C)C1=CNC(C2=CC=CC=C12)=O)=O (3-chloro-4-fluorophenyl)-1-(1(R)-(1-oxo-1,2-dihydroisoquinolin-4-yl)ethyl)-1-(((R)-tetrahydrofuran-2-yl)methyl)urea